1-β-D-arabinofuranosyl-thymine [C@@H]1([C@@H](O)[C@H](O)[C@H](O1)CO)N1C(=O)NC(=O)C(C)=C1